ClC(C1=NC(=NO1)C1=CC(=C(C=C1)P(NC1=CC(=CC=C1)F)(=O)C)F)(F)F P-(4-(5-(chlorodifluoromethyl)-1,2,4-oxadiazol-3-yl)-2-fluorophenyl)-N-(3-fluorophenyl)-P-methylphosphinic amide